COC=1N=NC2=CC(=CC=C2C1)C1=NC(=CC=C1C=1C=NN(C1)C[C@@]1(CC(CC1)=O)C)C |o1:24| (S or R)-3-((4-(2-(3-methoxycinnolin-7-yl)-6-methylpyridin-3-yl)-1H-pyrazol-1-yl)methyl)-3-methylcyclopentan-1-one